N1=C(C=CC=C1)C1=CC=C(S1)C=1SC(=CC1)C1=NC=CC=C1 5,5'-dipyridyl-bithiophene